CC(CC(=O)N1CCN(C2=CC=CC=C12)C(CCN1CCN(CC1)C)=O)C 3-methyl-1-(4-(3-(4-methylpiperazin-1-yl)propanoyl)-3,4-Dihydroquinoxalin-1(2H)-yl)butan-1-one